1,2-indandiol C1(C(CC2=CC=CC=C12)O)O